(S)-2-((((9H-fluoren-9-yl)methoxy)carbonyl)amino)-3-(5-cyanopyridin-3-yl)propionic acid C1=CC=CC=2C3=CC=CC=C3C(C12)COC(=O)N[C@H](C(=O)O)CC=1C=NC=C(C1)C#N